C(C)(=O)N[C@H](C=O)[C@H](O)[C@H](O)CCO 2-acetamido-2,5-dideoxy-L-galactose